4,4''-diisopropyl-1,1':3',1''-terphenyl C(C)(C)C1=CC=C(C=C1)C1=CC(=CC=C1)C1=CC=C(C=C1)C(C)C